NC=1N=C(SC1C(C1=CC=C(C=C1)O)=O)N(C1=CC(=C(C=C1)Cl)F)C(C(=O)N)C 2-(N-[4-Amino-5-(4-hydroxybenzoyl)thiazol-2-yl]-4-chloro-3-fluoroanilino)propanamid